CN(C(=O)C1CCCCC1)C[C@@H]1[C@@H]([C@@H]2CC[C@H]([C@@H]3CC[C@]4(OO[C@]32[C@H](O1)O4)C)C)C N-methyl-N-{[(3R,5aS,6R,8aS,9R,10S,12R,12aR)-3,6,9-trimethyldecahydro-12H-3,12-epoxypyrano[4,3-j][1,2]benzodioxepin-10-yl]methyl}cyclohexanecarboxamide